4-(1,5-dimethylpyrazol-4-yl)-2-(1-methylpyrazol-3-yl)-5-(trifluoromethyl)pyrazol-3-amine CN1N=CC(=C1C)C1=C(N(N=C1C(F)(F)F)C1=NN(C=C1)C)N